1-(2-chlorophenyl)-(R)-1-(methoxymethoxy)-(S)-2-propanol ClC1=C(C=CC=C1)[C@@H]([C@@H](C)O)OCOC